METHYLCINNAMAT COC(C=CC1=CC=CC=C1)=O